(S)-2-((2,4-dimethoxybenzyl)amino)propan-1-ol COC1=C(CN[C@H](CO)C)C=CC(=C1)OC